1-(4-((3S,4R)-3-(bicyclo[4.2.0]octa-1(6),2,4-trien-3-yl)-7-hydroxyisochroman-4-yl)phenyl)piperidine-4-carbaldehyde C1=2C=C(C=CC2CC1)[C@H]1OCC2=CC(=CC=C2[C@H]1C1=CC=C(C=C1)N1CCC(CC1)C=O)O